5-(1-benzyl-4-hydroxypiperidin-4-yl)-2-(2,6-dioxopiperidin-3-yl)-4-methoxyisoindoline-1,3-dione C(C1=CC=CC=C1)N1CCC(CC1)(O)C=1C(=C2C(N(C(C2=CC1)=O)C1C(NC(CC1)=O)=O)=O)OC